C(C)OP(=O)(OCC)[C@H](C)C=1C=CC2=C(C=C(S2)C(=O)OCC2=CC=CC=C2)C1 |r| rac-Benzyl 5-[1-(diethoxyphosphoryl)ethyl]-1-benzothiophene-2-carboxylate